5-(1-(((R)-1-(p-tolyl)ethyl)amino)-2,3,4,9-tetrahydro-1H-carbazol-6-yl)isoindolin-1-one C1(=CC=C(C=C1)[C@@H](C)NC1CCCC=2C3=CC(=CC=C3NC12)C=1C=C2CNC(C2=CC1)=O)C